4-Chloro-2-(1-((R)-6-fluoro-6,7-dihydro-5H-pyrrolo[1,2-c]imidazol-1-yl)but-3-yne-1-yl)-2H-indazole ClC=1C2=CN(N=C2C=CC1)C(CC#C)C1=C2N(C=N1)C[C@@H](C2)F